FC1(CN(C1)C1=NC(=CC=C1[C@@H]1CC2(CC(C2)(F)F)CCN1CC1=C2C=CN(C2=C(C=C1OC)C)C(=O)OC(C)(C)C)C(=O)OC)F tert-Butyl 4-(((6S)-6-(2-(3,3-difluoroazetidin-1-yl)-6-(methoxycarbonyl) pyridin-3-yl)-2,2-difluoro-7-azaspiro[3.5]nonan-7-yl)methyl)-5-methoxy-7-methylindole-1-carboxylate